C1(CC1)N1C=NC=C1 1-cyclopropylimidazole